FC1=C(C(=CC=C1)F)C=1C=CC=[N+](C1)[O-] 5-(2,6-difluorophenyl)pyridine 1-oxide